C(#N)[C@H](C[C@H]1C(NCC1)=O)NC(=O)[C@@H]1[C@H]2C([C@H]2CN1C([C@@H](NC(C(F)(F)F)=O)C1CC1)=O)(C)C (1r,2S,5S)-N-{(1S)-1-cyano-2-[(3S)-2-oxopyrrolidin-3-yl]ethyl}-3-{(2S)-2-cyclopropyl-2-[(trifluoroacetyl)amino]acetyl}-6,6-dimethyl-3-azabicyclo[3.1.0]hexane-2-carboxamide